hexoxyhexadecyloxy phosphate P(=O)(OOCCCCCCCCCCCCCCCCOCCCCCC)([O-])[O-]